(mercaptomethyl)diphenylphosphine oxide SCP(C1=CC=CC=C1)(C1=CC=CC=C1)=O